N'-[(1-methylethylidene)bis[(p-phenylene)oxy(p-phenylene)]]bismaleimide CC(C)(C1=CC=C(C=C1)OC1=CC=C(C=C1)C=1C(=O)NC(C1)=O)C1=CC=C(C=C1)OC1=CC=C(C=C1)C=1C(=O)NC(C1)=O